NC=1C=CC(=C2CN(C(C12)=O)CC(C(=O)N)=C)C1=CC(=CC=C1)C1=CSC=C1 2-({7-amino-1-oxo-4-[3-(thiophen-3-yl)phenyl]-2,3-dihydro-1H-isoindol-2-yl}methyl)prop-2-enamide